[Si](C1=CC=CC=C1)(C1=CC=CC=C1)(C(C)(C)C)OC[C@H](C[C@H](C)S(=O)(=O)N)C=C (2S,4R)-4-(((TERT-BUTYLDIPHENYLSILYL)OXY)METHYL)HEX-5-ENE-2-SULFONAMIDE